4-(5-fluoro-6-methylpyridin-2-yl)-3,4-dihydro-2H-benzo[b][1,4]thiazin-6-amine hydrochloride Cl.FC=1C=CC(=NC1C)N1C2=C(SCC1)C=CC(=C2)N